[Si](C)(C)(C(C)(C)C)OC1=CC=C(C=C1)C1(C(NC2=C(C(=CC=C12)F)F)=O)O 3-(4-(Tert-Butyldimethylsilyloxy)phenyl)-6,7-difluoro-3-hydroxyindol-2-one